COC(=O)C=1NC2=CC(=CC(=C2C1)CO)F 6-fluoro-4-(hydroxymethyl)-1H-indole-2-carboxylic acid methyl ester